4-[7-[tert-butyl(diphenyl)silyl]oxyindazol-1-yl]piperidine-1-carboxylate [Si](C1=CC=CC=C1)(C1=CC=CC=C1)(C(C)(C)C)OC=1C=CC=C2C=NN(C12)C1CCN(CC1)C(=O)[O-]